2-O-α-D-glucosylglycerate [C@H]1([C@H](O)[C@@H](O)[C@H](O)[C@H](O1)CO)OC(C(=O)[O-])CO